NC(=C(C#N)N)C#N diaminobutenedinitrile